2,2-(ethylenedioxy)dithiol C1OS2(SC=CC2)OC1